C[C@H]1[C@@H]([C@H]([C@H]([C@@H](O1)OC2=C(OC3=CC(=CC(=C3C2=O)[O-])O)C4=CC=C(C=C4)O)O)O)O The molecule is a flavonoid oxonion resulting from the deprotonation of the hydroxy group at position 7 of the flavone moiety of afzelin (kaempferol 3-O-alpha-L-rhamnoside). The major species at pH 7.3. It is a conjugate base of an afzelin.